ClC1=C(C=C(OCC(=O)NC2CCN(CC2)C(=O)NN)C=C1)F 2-(4-chloro-3-fluorophenoxy)-N-[1-(hydrazinocarbonyl)piperidin-4-yl]acetamide